β-glycidoxypropyltripropoxysilane C(C1CO1)OC(C[Si](OCCC)(OCCC)OCCC)C